2-acetyl-6-(3-((benzyloxy)methyl)-4-ethyl-5-oxo-4,5-dihydro-1H-1,2,4-triazol-1-yl)-5-fluoro-nicotinic acid isopropyl ester C(C)(C)OC(C1=C(N=C(C(=C1)F)N1N=C(N(C1=O)CC)COCC1=CC=CC=C1)C(C)=O)=O